(1H-imidazole-1-carbonyl)-L-glutamic acid di-tert-butyl ester C(C)(C)(C)OC([C@@H](NC(=O)N1C=NC=C1)CCC(=O)OC(C)(C)C)=O